4-(2,6-dioxo-3-piperidyl)phenoxylacetamide O=C1NC(CCC1C1=CC=C(OCC(=O)N)C=C1)=O